FC1(CN(CC12CN(C2)C(=O)OC(C)(C)C)C2=NC(=CC1=C2N=C(N=C1)NC1CCN(CC1)S(=O)(=O)C=1C=NN(C1)C)C)F tert-butyl 8,8-difluoro-6-(6-methyl-2-((1-((1-methyl-1H-pyrazol-4-yl)sulfonyl)piperidin-4-yl)amino)pyrido[3,4-d]pyrimidin-8-yl)-2,6-diazaspiro[3.4]octane-2-carboxylate